4-formyl-N-methylpicolinamide C(=O)C1=CC(=NC=C1)C(=O)NC